BrC1=CN=C(S1)S(=O)(=O)NC(C1=C(C=C(C=C1)Cl)Cl)=O N-((5-bromothiazol-2-yl)sulfonyl)-2,4-dichlorobenzamide